C1(=CC=CC=C1)C(CCCCCCCCCSP([S-])[O-])C1=CC=CC=C1 diphenyldecyldithiophosphite